tert-butyl 4-[[4-(5-fluoro-6-hydroxy-quinoxalin-2-yl)pyrazol-1-yl]methyl]piperidine-1-carboxylate FC1=C2N=CC(=NC2=CC=C1O)C=1C=NN(C1)CC1CCN(CC1)C(=O)OC(C)(C)C